6-(chroman-3-ylamino)-3,3-dimethyl-1,4-dihydroquinolin-2-one O1CC(CC2=CC=CC=C12)NC=1C=C2CC(C(NC2=CC1)=O)(C)C